COC1=CC=C(/C=C/C=2C(=COC2)C2=C(C=CC=C2)P(C2=CC=CC=C2)C2=CC=CC=C2)C=C1 (E)-(2-(4-(4-methoxystyryl)furan-3-yl)phenyl)diphenylphosphine